C(C=C)(=O)NC=1C=C(C=CC1)C=1C=C(C=C2C=NC(=NC12)N)C1=C(C(=O)NC2=NC=CC=C2)C=CC=C1 (8-(3-acrylamidophenyl)-2-aminoquinazolin-6-yl)-N-(pyridin-2-yl)benzamide